2-[2-[(4-bromo-3-methyl-phenoxy)methyl]-7-azaspiro[3.5]nonan-7-yl]acetic acid BrC1=C(C=C(OCC2CC3(C2)CCN(CC3)CC(=O)O)C=C1)C